C1(CC1)C1=C(C(=C2C(=N1)CCC2)NC(=O)N=[S@](=O)(N)C2=NN(C=C2)CC)C2CC2 (R)-N'-((2,3-dicyclopropyl-6,7-dihydro-5H-cyclopenta[b]pyridin-4-yl)carbamoyl)-1-ethyl-1H-pyrazole-3-sulfonimidamide